C(C)N(C(COC1=CC=C(C=C1)C(\C=C\C1=CC(=CC=C1)O)=O)=O)CC N,N-Diethyl-2-[4-[(E)-3-(3-hydroxyphenyl)prop-2-enoyl]phenoxy]acetamide